COC(=O)C1=NC=C2N1C=CC(=C2)C2=C(C(=CC=C2F)N)F.ClC2=C(NC1=NOC3=C1C=CC=C3)C=CC=C2C2=CC3=C(OCCO3)C=C2 3-(2-Chloro-3-(1,4-benzodioxan-6-yl)anilino)benzisoxazole methyl-7-(3-amino-2,6-difluorophenyl)imidazo[1,5-a]pyridine-3-carboxylate